N-(2-fluoroethyl)-N-methyl-2-[3-methyl-2-oxo-6-[5-(trifluoromethyl)-2-thienyl]imidazo[4,5-b]pyridin-1-yl]acetamide Titanium [Ti].FCCN(C(CN1C(N(C2=NC=C(C=C21)C=2SC(=CC2)C(F)(F)F)C)=O)=O)C